Glycerol 1,2,3-tris(methylsuccinate) CC(C(=O)OCC(OC(C(CC(=O)O)C)=O)COC(C(CC(=O)O)C)=O)CC(=O)O